{8-[(3-chloro-2-methylphenyl)sulfonyl]-3,8-diazabicyclo[3.2.1]oct-3-yl}(1H-1,2,3-triazol-5-yl)methanone N-[1-(azetidin-3-yl)-2-hydroxyethyl]carbamate N1CC(C1)C(CO)NC(O)=O.ClC=1C(=C(C=CC1)S(=O)(=O)N1C2CN(CC1CC2)C(=O)C2=CN=NN2)C